NC1=NC(=CC(=N1)N1CCC2(C[C@H](NC2)C(=O)OCC)CC1)O[C@@H](C(F)(F)F)C1=C(C=C(C=C1)C1OC(OC1)=O)N1N=C(C=C1)C (3S)-ethyl 8-(2-amino-6-((1R)-2,2,2-trifluoro-1-(2-(3-methyl-1H-pyrazol-1-yl)-4-(2-oxo-1,3-dioxolan-4-yl)phenyl)ethoxy)pyrimidin-4-yl)-2,8-diazaspiro[4.5]decane-3-carboxylate